FC(COP(=O)(OCC(F)(F)F)[O-])(F)F.C(C)[N+](C)(CC)CC triethylmethylammonium bis(2,2,2-trifluoroethyl)phosphate